4H-1,2,4-triazole-thione N=1NC(NC1)=S